C(CC(CC(CC)O)O)O 1,3,5-heptanetriol